tert-butyl (2R,5S)-2-(2-carbamoylspiro[3.3]heptan-6-yl)-5-methyl-piperidine-1-carboxylate C(N)(=O)C1CC2(C1)CC(C2)[C@@H]2N(C[C@H](CC2)C)C(=O)OC(C)(C)C